[Cl-].C(CCCCCCCCCCC)C=1C(=NC=CC1)C laurylmethylpyridine chloride